(2-chloro-3-methoxy-phenyl)-[rel-(3S,9aS)-3-(2,4-dimethylthiazol-5-yl)-3,4,6,7,9,9a-hexahydro-1H-pyrazino[2,1-c][1,4]oxazin-8-yl]methanone ClC1=C(C=CC=C1OC)C(=O)N1C[C@H]2CO[C@@H](CN2CC1)C1=C(N=C(S1)C)C |o1:13,16|